N,N-Dimethyl-3,5-dimethylpiperidinium C[N+]1(CC(CC(C1)C)C)C